racemic-(3-fluoropyridin-2-yl)(hydroxy)acetic acid hydrochloride Cl.FC=1C(=NC=CC1)[C@H](C(=O)O)O |r|